[N+](=O)([O-])C=1C(=NC(=CC1)N1N=CC=C1)NC=1C=CC(=NC1)N N5-(3-nitro-6-(1H-pyrazol-1-yl)pyridin-2-yl)pyridine-2,5-diamine